C1(=CC=CC=C1)CC(=O)OC[C@]1(O[C@H](C[C@@H]1O)N1C2=NC(=NC(=C2N=C1)N)F)C#C [(2R,3S,5R)-5-(6-amino-2-fluoro-9H-purin-9-yl)-2-ethynyl-3-hydroxyoxolan-2-yl]methyl 2-phenylacetate